2-chloro-N-(3-chloro-2,4-difluorophenyl)-N-methylacetamide ClCC(=O)N(C)C1=C(C(=C(C=C1)F)Cl)F